BrC=1C=CC(=C(N)C1)C=1N=CN(C1)CC1OCC(CO1)(C)C 5-bromo-2-(1-((5,5-dimethyl-1,3-dioxan-2-yl)methyl)-1H-imidazol-4-yl)aniline